FC1(CN(CC[C@H]1NC1=NN2C(C(=N1)OC)=C(C=C2)C=2C=C(C1=C(N(C(=N1)C)C(C)C)C2)F)C(C)=O)F (R)-1-(3,3-Difluoro-4-((5-(4-fluoro-1-isopropyl-2-methyl-1H-benzo[d]imidazol-6-yl)-4-methoxypyrrolo[2,1-f][1,2,4]triazin-2-yl)amino)piperidin-1-yl)ethan-1-one